N-{(2R*)-6-[4-(2,6-difluorophenyl)-1,2-benzoxazol-3-yl]-7-methyl-5-oxo-2,3-dihydro-1H,5H-pyrazolo[1,2-a]pyrazol-2-yl}ethanesulfonamide FC1=C(C(=CC=C1)F)C1=CC=CC2=C1C(=NO2)C=2C(N1N(C2C)C[C@H](C1)NS(=O)(=O)CC)=O |o1:24|